6-((tert-butyldimethylsilyl)oxy)hexan-3-yl (2-(pyrrolidin-1-yl)ethyl)carbamate N1(CCCC1)CCNC(OC(CC)CCCO[Si](C)(C)C(C)(C)C)=O